NCCOCCN(C1=NC(=NC(=C1)C)NC1=CC=C(C=C1)NC(CC1=CC=CC=C1)=O)C N-(4-((4-((2-(2-aminoethoxy)ethyl)(methyl)amino)-6-methylpyrimidin-2-yl)amino)phenyl)-2-phenylacetamide